(1aR,5aR)-2-(2,4-Difluoro-phenyl)-1a,2,5,5a-tetrahydro-1H-2,3-diaza-cyclopropa[a]pentalene-4-carboxylic acid (2,2,2-trifluoro-1,1-dimethyl-ethyl)-amide FC(C(C)(C)NC(=O)C=1C=2C[C@@H]3[C@H](C2N(N1)C1=C(C=C(C=C1)F)F)C3)(F)F